4-((2-(6-(2-(Diisopropylcarbamoyl)-4-fluorophenoxy)-1,2,4-triazin-5-yl)-2,7-diazaspiro[3.5]nonan-7-yl)methyl)-3,6-dihydropyridine-1(2H)-carboxylic acid tert-butyl ester C(C)(C)(C)OC(=O)N1CCC(=CC1)CN1CCC2(CN(C2)C=2N=CN=NC2OC2=C(C=C(C=C2)F)C(N(C(C)C)C(C)C)=O)CC1